tert-butyl 2-(4-bromophenyl)thiomorpholine-4-carboxylate BrC1=CC=C(C=C1)C1CN(CCS1)C(=O)OC(C)(C)C